2-isocyanatoglutarate N(=C=O)C(C(=O)[O-])CCC(=O)[O-]